C1(CCC1)C1=C2C(=NC(=C1)C=1C=NC3=NC=CC=C3C1)SC(=C2N)S(=O)CCOC 4-cyclobutyl-2-(2-methoxyethanesulfinyl)-6-(1,8-naphthyridin-3-yl)thieno[2,3-b]pyridin-3-amine